1,4-Bis(4'-fluorobenzoyl)benzene FC1=CC=C(C(=O)C2=CC=C(C=C2)C(C2=CC=C(C=C2)F)=O)C=C1